Methyl 3-amino-1-ethyl-1H-pyrazole-5-carboxylate NC1=NN(C(=C1)C(=O)OC)CC